11,11-dimethyl-1H-difuro[3,4-b:3',4'-i]xanthene-1,3,7,9(11H)-tetrone CC1(C2=CC3=C(C=C2OC=2C=C4C(=CC12)C(OC4=O)=O)C(OC3=O)=O)C